(S)-N-(3-(5-((1-acryloyloxyazetidin-2-yl)methoxy)-6-aminopyrimidin-4-yl)-5-fluoro-2-methylphenyl)-4-cyclopropyl-2-fluorobenzamide C(C=C)(=O)ON1[C@@H](CC1)COC=1C(=NC=NC1N)C=1C(=C(C=C(C1)F)NC(C1=C(C=C(C=C1)C1CC1)F)=O)C